[4-[(E)-Cinnamyl]piperazin-1-yl]-phenyl-methanon C(\C=C\C1=CC=CC=C1)N1CCN(CC1)C(=O)C1=CC=CC=C1